(3aR,7aR)-octahydro-1H-pyrrolo[3,4-c]Pyridine-1-one trifluoroacetate salt FC(C(=O)O)(F)F.C1(NC[C@H]2CNCC[C@H]21)=O